2-(3,4-dimethoxyphenyl)-9-methyl-7-(4-methylpiperazin-1-yl)-4H-pyrido[1,2-a]pyrimidin COC=1C=C(C=CC1OC)C=1N=C2N(CC1)C=C(C=C2C)N2CCN(CC2)C